tetrakis(1,2,2,6,6-pentamethyl-4-piperidyl)-1,2,3,4-butanetetracarboxylate CN1C(CC(CC1(C)C)OC(=O)CC(C(CC(=O)OC1CC(N(C(C1)(C)C)C)(C)C)C(=O)OC1CC(N(C(C1)(C)C)C)(C)C)C(=O)OC1CC(N(C(C1)(C)C)C)(C)C)(C)C